spiro[indole-3,4'-piperidine] N1CCC2(CC1)C=NC1=CC=CC=C12